BrC=1C=C(C(=C(C1)O)[N+](=O)[O-])F 5-Bromo-3-fluoro-2-nitrophenol